FC=1C=C(C(=O)NCC2=C(C=CC3=C2N(C(=N3)C)C)OC)C=CC1C(F)(F)F 3-fluoro-N-((6-methoxy-1,2-dimethyl-1H-benzimidazol-7-yl)methyl)-4-(trifluoromethyl)-benzamide